O.[NH4+] cis-ammonium water